(R)-N-(1-cyanocyclopropyl)-4-(3-(methoxymethyl)-4-methylpiperazin-1-yl)-9H-pyrimido[4,5-b]indole-7-sulfonamide C(#N)C1(CC1)NS(=O)(=O)C1=CC=C2C3=C(NC2=C1)N=CN=C3N3C[C@@H](N(CC3)C)COC